ClC1=C(C#N)C=CC(=C1)N1C=NC2=C1C(OC(C2)CO)=O 2-chloro-4-[6-(hydroxymethyl)-4-oxo-3H,4H,6H,7H-pyrano[3,4-d]imidazol-3-yl]benzonitrile